C(C)NC1=C(C=CC=C1)O 2-(ethylamino)phenol